4-(2-cyano-7-((5-methoxy-7-methyl-1H-indol-4-yl)methyl)-7-azaspiro[3.5]nonan-6-yl)benzoic acid C(#N)C1CC2(C1)CC(N(CC2)CC2=C1C=CNC1=C(C=C2OC)C)C2=CC=C(C(=O)O)C=C2